C(=O)(O)C1=C(C=CC=2CCB(OC21)O)OC2CN(C2)C([C@@H](C)NC([C@H](N)CO)=O)=O N-[(2R)-1-{3-[(8-carboxy-2-hydroxy-3,4-dihydro-2H-1,2-benzoxaborinine-7-yl)oxy]azetidin-1-yl}-1-oxopropan-2-yl]-D-serinamide